methyl 5-fluoro-6-[7-methyl-3-(pentafluoroethyl)-7H-imidazo[4,5-c]pyridazin-6-yl]-pyridine-2-carboxylate FC=1C=CC(=NC1C1=NC2=C(N=NC(=C2)C(C(F)(F)F)(F)F)N1C)C(=O)OC